(3S)-6-fluoro-3-methyl-4-[(3-methylpyrrolidin-3-yl)carbonyl]-8-[5-(trifluoromethyl)-1,2,4-oxadiazol-3-yl]-3,5-dihydro-2H-1,4-benzoxazepine FC1=CC(=CC2=C1CN([C@H](CO2)C)C(=O)C2(CNCC2)C)C2=NOC(=N2)C(F)(F)F